4-((3-(methylcarbamoyl)-7-(trifluoromethyl)thieno[3,2-b]pyridin-5-yl)thio)piperidine-1-carboxylic acid tert-butyl ester C(C)(C)(C)OC(=O)N1CCC(CC1)SC1=CC(=C2C(=N1)C(=CS2)C(NC)=O)C(F)(F)F